ClC1=CC=C(C(=N1)S(=O)(=O)N)O[C@H](C)C=1C=C(C=C2C(C(=C(OC12)C=1C=NN(C1)C[C@@H](C)O)C)=O)C 6-Chloro-3-[(1R)-1-[2-[1-[(2R)-2-hydroxypropyl]pyrazol-4-yl]-3,6-dimethyl-4-oxo-chromen-8-yl]ethoxy]pyridine-2-sulfonamide